(S)-2-(3-(5-(2-cyanoacetamido)pyrazin-2-yl)phenyl)-N-(5-(trifluoromethyl)thiazol-2-yl)propanamide C(#N)CC(=O)NC=1N=CC(=NC1)C=1C=C(C=CC1)[C@@H](C(=O)NC=1SC(=CN1)C(F)(F)F)C